N-[2-(4-formylcyclohexyl)-6-methoxy-indazol-5-yl]-2-(trifluoromethyl)pyrimidine-5-carboxamide C(=O)C1CCC(CC1)N1N=C2C=C(C(=CC2=C1)NC(=O)C=1C=NC(=NC1)C(F)(F)F)OC